6-{[2-(2,6-dioxopiperidin-3-yl)-1,3-dioxoisoindol-4-yl]amino}hexan-1-amine trifluoroacetate FC(C(=O)O)(F)F.O=C1NC(CCC1N1C(C2=CC=CC(=C2C1=O)NCCCCCCN)=O)=O